O=S1(C2=C(OC3(C=N1)CCOCC3)N=C(C=C2)OCCN2CCNCC2)=O 1',1'-Dioxido-7'-(2-(piperazin-1-yl)ethoxy)-2,3,5,6-tetrahydrospiro[pyran-4,4'-pyrido[2,3-b][1,4,5]oxathiazepin]